CC1=C(C=NN1)C1=NN2C(=NC=3C=CC=CC3C2=N1)NC1C(NCCCC1)=O 3-{[2-(5-methyl-1H-pyrazol-4-yl)[1,2,4]triazolo[1,5-c]quinazolin-5-yl]amino}azepan-2-one